C(C)(C)(C)OC(=O)N1C(C2=C(CC1)N=C(S2)C2=NC=C(N=C2)N2C[C@@H](CC2)F)=O (R)-2-(5-(3-fluoropyrrolidin-1-yl)pyrazin-2-yl)-4-oxo-6,7-dihydrothiazolo[5,4-c]pyridine-5(4H)-carboxylic acid tert-butyl ester